COC=1C=C(C=2C=C(C(N(C2C1)C)=O)C)N1CCCC2=CC=C(C=C12)N(S(=O)(=O)C)S(=O)(=O)C N-(7'-methoxy-1',3'-dimethyl-2'-oxo-1',2',3,4-tetrahydro-2H-[1,5'-biquinoline]-7-yl)-N-(methylsulfonyl)methanesulfonamide